FC(C1=NN=C(O1)C(=O)O)(C1=CC=CC=C1)F 5-(difluoro(phenyl)methyl)-1,3,4-oxadiazole-2-carboxylic acid